4'-methoxy-5,7-dihydroxyflavone COC1=CC=C(C=2OC3=CC(=CC(=C3C(C2)=O)O)O)C=C1